N1(CCCC1)C=O (pyrrolidin-1-yl)methanone